CC=1N(C2=CC=CC=C2C1C(=O)NCC=1C(NC(=CC1SC)C)=O)[C@H](C)C1CCC(CC1)C(NC1COC1)=O 2-methyl-N-((6-methyl-4-(methylthio)-2-oxo-1,2-dihydropyridin-3-yl)methyl)-1-((1R)-1-(4-(oxetan-3-ylcarbamoyl)cyclohexyl)ethyl)-1H-indole-3-carboxamide